C(C)(C)C1C=CC(CC1)(C)SC[C@H](N)C(=O)OCC1=CC=CC=C1 benzyl S-(4-isopropyl-1-methylcyclohex-2-en-1-yl)cysteinate